CC1(OB(OC1(C)C)C1=CC(=NC=C1)N1CCOCC1)C 4-(4-(4,4,5,5-tetramethyl-1,3,2-dioxaborolan-2-yl)pyridin-2-yl)morpholine